ClC1=CC(=C(C=C1)C1=NN=C(N1C)C1=C(C=CC=C1F)F)OC(F)F 3-(4-chloro-2-(difluoromethoxy)phenyl)-5-(2,6-difluorophenyl)-4-methyl-4H-1,2,4-triazole